4,6-dimethoxy-1,3,5-triazin-2(1H)-one COC1=NC(NC(=N1)OC)=O